2-(4-chlorobenzyl)-6-(2-(difluoromethoxy)pyrimidin-5-yl)pyridazin-3(2H)-one ClC1=CC=C(CN2N=C(C=CC2=O)C=2C=NC(=NC2)OC(F)F)C=C1